CC1(CC=CC=C1)CC1OCC1 methyl-1-(oxetan-2-ylmethyl)-1H-benzene